OC(CCNC(=O)C=1C(=C2C(=NC1)SC(=N2)C2=CC=CC=C2)N[C@@H](CO)C)(C)C (R)-N-(3-Hydroxy-3-methylbutyl)-7-((1-hydroxypropan-2-yl)amino)-2-phenylthiazolo[5,4-b]pyridin-6-carboxamid